(Z)-5-((4-(4-(tert-Butyl)phenyl)pyridin-2-yl)methylene)thiazolidine-2,4-dione C(C)(C)(C)C1=CC=C(C=C1)C1=CC(=NC=C1)\C=C/1\C(NC(S1)=O)=O